4-(1-carbamimidoyl-1,2,3,6-tetrahydro-pyridin-4-yl)-N-[5-(1-carbamimidoyl-1,2,3,6-tetrahydro-pyridin-4-yl)-pyrazin-2-yl]-3-fluoro-benzamide C(N)(=N)N1CCC(=CC1)C1=C(C=C(C(=O)NC2=NC=C(N=C2)C=2CCN(CC2)C(N)=N)C=C1)F